COC(=O)C1=CSC=2C1=NC(=CC2C(F)(F)F)N2CC(CC2)NC(=O)OC(C)(C)C 5-[3-(tert-butoxycarbonylamino)pyrrolidin-1-yl]-7-(trifluoromethyl)thieno[3,2-b]pyridine-3-carboxylic acid methyl ester